NC[C@@]1(OCC1)C=1C=C(C#N)C=CC1 3-[(2S)-2-(aminomethyl)oxetan-2-yl]benzonitrile